C(CC)(=O)[O-].C(CC)(=O)[O-].C(CCCCCCC)C(C(=O)[O-])O.C(CCCCCCC)C(C(=O)[O-])O.[Ti+4] titanium bis(octylglycolate) dipropionate